5-formamido-1-(5-phospho-D-ribosyl)imidazole-4-carboxamide C(=O)NC1=C(N=CN1C1[C@H](O)[C@H](O)[C@H](O1)COP(=O)(O)O)C(=O)N